FC(C1=C(C(=O)OC(CC)CCC(CC)CC)C=CC=C1)(F)F 2-Trifluoromethylbenzoic acid, 6-ethyl-3-octyl ester